BrC=1C(=NC=C(C1)Br)C(C)=O 1-(3,5-dibromopyridin-2-yl)ethan-1-one